1-(2-(2-oxa-5-azabicyclo[2.2.1]heptan-5-yl)ethyl)-4-hydroxy-2-oxo-N-(spiro[2.5]octan-6-yl)-1,2-dihydro-1,8-naphthyridine-3-carboxamide C12OCC(N(C1)CCN1C(C(=C(C3=CC=CN=C13)O)C(=O)NC1CCC3(CC3)CC1)=O)C2